3-(2-(1H-indazol-6-yl)-6-(methylcarbamoyl)-1H-benzo[d]imidazol-1-yl)-4,4-dimethylpentanoic acid methyl ester COC(CC(C(C)(C)C)N1C(=NC2=C1C=C(C=C2)C(NC)=O)C2=CC=C1C=NNC1=C2)=O